2-(6-(4-(2-methoxyphenyl)piperidin-1-yl)-2-azaspiro[3.4]oct-2-yl)oxazole COC1=C(C=CC=C1)C1CCN(CC1)C1CC2(CN(C2)C=2OC=CN2)CC1